O1C=CC2=C1C=CC(=C2)S(=O)(=O)N2CC1=C(C2)CN(C1)C(=O)NCC=1OC=CC1 5-(1-Benzofuran-5-sulfonyl)-N-(furan-2-ylmethyl)-1H,2H,3H,4H,5H,6H-pyrrolo[3,4-c]pyrrole-2-carboxamide